Cl.C(C)OC([C@@H](NC1=CC=C(C=C1)S(=O)(=O)C)CO)=O (2S,3R)-p-methylsulfonylphenylserine ethyl ester hydrochloride